p-tert-octyl-phenoxyl-carboxylic acid C(C)(C)(CC(C)(C)C)C1=CC=C(OC(=O)O)C=C1